(R)-2,2'-bis(diphenylphosphanyl)-1,1'-binaphthalene C1=CC=C(C=C1)P(C2=CC=CC=C2)C3=C(C4=CC=CC=C4C=C3)C5=C(C=CC6=CC=CC=C65)P(C7=CC=CC=C7)C8=CC=CC=C8